(S) or (R)-1-Ethyl-N'-((1',5',6',7'-tetrahydro-2'H-spiro[cyclopropane-1,3'-dicyclopenta[b,e]pyridin]-8'-yl)carbamoyl)-1H-pyrazole-3-sulfonimidamide C(C)N1N=C(C=C1)[S@](=O)(N)=NC(NC1=C2C(=NC3=C1CCC3)C3(CC2)CC3)=O |o1:7|